hexylsulfoximine C(CCCCC)S(=O)=N